1H-Indazol-7-yl(4,6,7,8-tetrahydro-1-methylpyrazolo[4,3-c]azepin-5(1H)-yl)methanone N1N=CC2=CC=CC(=C12)C(=O)N1CC2=C(CCC1)N(N=C2)C